Cl.NCC1=C(C=C(C=C1)Cl)O 2-(aminomethyl)-5-chlorophenol hydrochloride